C1(CC1)CN1C(CN(CC1)CC1=C(C=2N=C(N=C(C2S1)N1CCOCC1)N1C(=NC2=C1C=CC=C2)CC)C)=O 1-(cyclopropylmethyl)-4-((2-(2-ethyl-1H-benzoimidazol-1-yl)-7-methyl-4-morpholinothieno[3,2-d]pyrimidin-6-yl)methyl)piperazin-2-one